C(C1=CC=CC=C1)NC(=O)ONC(C1=CC(=CC=C1)NC1=NC2=C(N1)C=C(C(=C2)C2=CC=CC=C2)C(F)(F)F)=O N-((benzylcarbamoyl)oxy)-3-((5-phenyl-6-(trifluoromethyl)-1H-benzo[d]imidazol-2-yl)amino)benzamide